C1(CC1)CN1C(=CC=2C1=NC(=CC2)N2CCOCC2)C2=NN1C(C(=CC(=C1)C(=O)N1C3CCC(C1)[C@H]3N)F)=C2C (7R)-2-{2-[1-(Cyclopropylmethyl)-6-(morpholin-4-yl)-1H-pyrrolo[2,3-b]pyridin-2-yl]-4-fluoro-3-methylpyrazolo[1,5-a]pyridine-6-carbonyl}-2-azabicyclo[2.2.1]heptan-7-amine